(3aS,7aS)-3a-(3,4-dimethoxyphenyl)-1-methyl-3,4,5,6,7,7a-hexahydro-2H-indole COC=1C=C(C=CC1OC)[C@@]12CCN([C@H]2CCCC1)C